3-(2-Chlorophenyl)-2-imino-N,N-dimethyl-thiazole-4-carboxamide ClC1=C(C=CC=C1)N1C(SC=C1C(=O)N(C)C)=N